S1C(=NC2=C1C=CC=C2)C2=C(C=C(C=C2)Cl)NC(C=CC2=CC=CC=C2)=O N-(2-(benzo[d]thiazol-2-yl)-5-chlorophenyl)cinnamamide